3-(4-(Bromomethyl)pyridin-3-yl)piperidine-2,6-dione BrCC1=C(C=NC=C1)C1C(NC(CC1)=O)=O